N-(3-bromo-4-fluorophenyl)-N'-hydroxy-4-({2-[(2R)-2-(hydroxymethyl)pyrrolidin-1-yl]-2-oxoethyl}sulfanyl)-1,2,5-oxadiazole-3-carboximidamide BrC=1C=C(C=CC1F)NC(=NO)C1=NON=C1SCC(=O)N1[C@H](CCC1)CO